8-Amino-7-(7-fluoro-1H-indazol-4-yl)-5-(propan-2-ylamino)-10H-pyrido[2,3-f]quinoxalin-9-one NC1=C(C2=C(C=3N=CC=NC3C(=C2)NC(C)C)NC1=O)C1=C2C=NNC2=C(C=C1)F